C1(C=CC(N1C(COCCOCCO)(N1C(C=CC1=O)=O)O)=O)=O bis-maleimidotriethylene glycol